NC1=C(C=CC=C1)[C@H]1[C@@H](OC2(O1)CCCCC2)CO ((2S,3S)-3-(2-aminophenyl)-1,4-dioxaspiro[4.5]dec-2-yl)methanol